6-(4-chlorobenzyl)-N4-(5-methyl-1H-pyrazol-3-yl)-1H-pyrazolo[3,4-d]Pyrimidine-4,6-diamine ClC1=CC=C(CC2(N=C(C=3C(=N2)NNC3)NC3=NNC(=C3)C)N)C=C1